C(C)(C)(C)OC(=O)N1CC=2N=C(N=C(C2CC1)Cl)Cl.ClC=1N=C(C2=C(N1)CN(CC2)C(=O)OC(C)(C)C)OC tert-butyl 2-chloro-4-methoxy-6,8-dihydro-5H-pyrido[3,4-d]pyrimidine-7-carboxylate tert-Butyl-2,4-dichloro-6,8-dihydro-5H-pyrido[3,4-d]pyrimidine-7-carboxylate